C(C1=CC=CC=C1)(=O)OC[C@H]1N([C@@H](CC1)COCC1=CC=CC=C1)C [(2S,5S)-5-(benzyloxymethyl)-1-methyl-pyrrolidin-2-yl]methyl benzoate